BrC=1C2(C3=CC=CC=C3C1)CC2 bromospiro[cyclopropane-1,1'-indene]